C(#N)C12CC3(CC(C[C@@H](C1)C3)C2)C=2C(=C(C(=O)N)C=C(C2)C(F)(F)F)S(=O)(=O)C ((1R,5R)-3-cyanoadamantan-1-yl)-2-(methylsulfonyl)-5-(trifluoromethyl)benzamide